BrC1=CC=C(C=C1)C(C1=NC(=NO1)CC(C(=O)O)=C)(F)F 2-((5-((4-bromophenyl)difluoromethyl)-1,2,4-oxadiazol-3-yl)methyl)acrylic acid